2-((4-(tert-butoxycarbonyl)piperazin-1-yl)methyl)-5-sulfamoylfuran-3-carboxylic acid C(C)(C)(C)OC(=O)N1CCN(CC1)CC=1OC(=CC1C(=O)O)S(N)(=O)=O